C1(=CC=CC=C1)C1CCN2C1=NNC2=O 7-phenyl-2,5,6,7-tetrahydro-3H-pyrrolo[2,1-c][1,2,4]triazole-3-one